methyl 4-nitro-3-(1,4-oxazepan-4-yl)benzoate [N+](=O)([O-])C1=C(C=C(C(=O)OC)C=C1)N1CCOCCC1